3-(5-((4-(4-(1,2-bis(4-hydroxyphenyl)but-1-en-1-yl)phenyl)piperazin-1-yl)methyl)-1-Oxoisoindolin-2-yl)piperidine-2,6-dione OC1=CC=C(C=C1)C(=C(CC)C1=CC=C(C=C1)O)C1=CC=C(C=C1)N1CCN(CC1)CC=1C=C2CN(C(C2=CC1)=O)C1C(NC(CC1)=O)=O